benzyl 3-bromo-2,9-dimethyl-4H-thieno[3,2-f][1,2,4]triazolo[4,3-a][1,4]diazepine-5(6H)-carboxylate BrC1=C(SC2=C1CN(CC=1N2C(=NN1)C)C(=O)OCC1=CC=CC=C1)C